ClC1=C(C(=CC=C1Cl)OCOCC[Si](C)(C)C)C(C[N+](=O)[O-])C(C(=O)OC)(C(=O)OC)C 1,3-dimethyl 2-[1-(2,3-dichloro-6-[[2-(trimethylsilyl)ethoxy]methoxy]phenyl)-2-nitroethyl]-2-methylpropanedioate